trimethyl-1,3,2-dioxaborolan CC1(OB(OC1)C)C